(2R)-6-chloro-4-oxo-N-[3-(4-{[(2S)-1-(trifluoromethoxy)propan-2-yl]oxy}-1H-pyrazol-1-yl)bicyclo[1.1.1]pentan-1-yl]-3,4-dihydro-2H-1-benzopyran-2-carboxamide ClC=1C=CC2=C(C(C[C@@H](O2)C(=O)NC23CC(C2)(C3)N3N=CC(=C3)O[C@H](COC(F)(F)F)C)=O)C1